(Z)-6-((amino(methylamino)methylene)amino)-N-(1-(4-fluorophenyl)ethyl)-N-((5-(trifluoromethyl)pyridin-2-yl)methyl)nicotinamide N/C(/NC)=N/C1=NC=C(C(=O)N(CC2=NC=C(C=C2)C(F)(F)F)C(C)C2=CC=C(C=C2)F)C=C1